1-[trans-4-cyanotetrahydro-2H-pyran-3-yl]-3-[(2-hydroxy-5-methyl-1,2-benzoxaborinin-6-yl)amino]pyrazole-4-carboxamide C(#N)[C@H]1[C@@H](COCC1)N1N=C(C(=C1)C(=O)N)NC=1C=CC2=C(C=CB(O2)O)C1C